Tert-butyl N-[4-[4-[[3-cyano-1-[4-(hydroxymethyl)phenyl]pyrazol-4-yl]carbamoyl]oxazol-2-yl]-2-pyridyl]-N-(cyclopropylmethyl)carbamate C(#N)C1=NN(C=C1NC(=O)C=1N=C(OC1)C1=CC(=NC=C1)N(C(OC(C)(C)C)=O)CC1CC1)C1=CC=C(C=C1)CO